2,2,2-trichloroethylchloroformate ClC(COC(=O)Cl)(Cl)Cl